C1(CC1)C1=CC2=C(C=C(O2)C(=O)NS(=O)(=O)C2=C(C=CC=C2)C2=CC=CC=C2)C(=C1)C(F)(F)F 6-Cyclopropyl-N-(2-phenylphenyl)sulfonyl-4-(trifluoromethyl)benzofuran-2-carboxamide